FC1=C(C=CC(=C1)C(C(=O)N1C=CC2=C1N=CN=C2N([C@H]2CN(CC[C@H]2C)C(CC#N)=O)C)C)C2=CC=CC=C2 3-((3R,4R)-3-((7-(2-(2-fluoro-[1,1'-biphenyl]-4-yl)propanoyl)-7H-pyrrolo[2,3-d]pyrimidin-4-yl)(methyl)amino)-4-methylpiperidin-1-yl)-3-oxopropionitrile